6-(4-fluorobenzoyl)-1H-benzimidazole FC1=CC=C(C(=O)C=2C=CC3=C(NC=N3)C2)C=C1